1-(4-methyl-5-(1-methyl-8-(methylamino)-1H-imidazo[4,5-f]isoquinolin-4-yl)pyridin-2-yl)butan-1-one CC1=CC(=NC=C1C1=C2C(=C3C=C(N=CC3=C1)NC)N(C=N2)C)C(CCC)=O